octanoic acid nonanoate C(CCCCCCCC)(=O)O.C(CCCCCCC)(=O)O